N1=C(C=CC=C1)C=1C=CC(N(N1)C(C)C1=NC=CC=C1)=O 6-(pyridin-2-yl)-2-(1-(pyridin-2-yl)ethyl)pyridazin-3(2H)-one